2-(benzylsulfanyl)-4-chlorophenyl trifluoromethyl ether FC(F)(F)OC1=C(C=C(C=C1)Cl)SCC1=CC=CC=C1